2-(1-acetylpiperidin-4-yl)-N-{3-[2-(4-chloro-3-fluorophenoxy)acetylamino]bicyclo[1.1.1]pentan-1-yl}-1,3-oxazole-5-carboxamide C(C)(=O)N1CCC(CC1)C=1OC(=CN1)C(=O)NC12CC(C1)(C2)NC(COC2=CC(=C(C=C2)Cl)F)=O